4-((6-(2-(2,4-difluorophenyl)-1,1-difluoro-2-hydroxy-3-(1H-1,2,4-triazol-1-yl)propyl)pyridin-3-yl)ethynyl)phenyl trifluoromethanesulfonate FC(S(=O)(=O)OC1=CC=C(C=C1)C#CC=1C=NC(=CC1)C(C(CN1N=CN=C1)(O)C1=C(C=C(C=C1)F)F)(F)F)(F)F